glutamate imine N[C@@H](CCC(=O)[O-])C([O-])=N